The molecule is a dihydroxyflavone that is chrysin substituted by a prenyl group at position 8. It has a role as a plant metabolite. It is a 7-hydroxyflavonol and a dihydroxyflavone. It derives from a chrysin. CC(=CCC1=C2C(=C(C=C1O)O)C(=O)C=C(O2)C3=CC=CC=C3)C